ClC1=C(C=CC(=C1)C(F)(F)F)NC(CN1C=2N(C(C(=C1CC)N1CCNCC1)=O)N=C(N2)C=2CCOCCC2)=O N-(2-chloro-4-(trifluoromethyl)phenyl)-2-(5-ethyl-7-oxo-6-(piperazin-1-yl)-2-(2,3,6,7-tetrahydrooxepin-4-yl)-[1,2,4]triazolo[1,5-a]pyrimidin-4(7H)-yl)acetamide